COC(=O)C1=CSC=2NC(=C(C21)C(C)C)C=2C=C(C=1N(C2)N=CN1)C.CN(C1=NC=2N(C3=CC(=CC=C13)CC(C)=O)C=NN2)C2=CC=CC=C2 (5-(methyl-(phenyl)amino)-[1,2,4]Triazolo[4,3-a]Quinazolin-8-yl)propanone methyl-4-isopropyl-5-(8-methyl-[1,2,4]triazolo[1,5-a]pyridin-6-yl)-6H-thieno[2,3-b]pyrrole-3-carboxylate